(E)-6,10-Dimethyl-5,9-undecadien-2-one C\C(=C/CCC(C)=O)\CCC=C(C)C